1,2'-bis(2-chlorophenyl)-tetraphenyl-biimidazole ClC1=C(C=CC=C1)N1C(=NC(=C1C1=CC=CC=C1)C1=CC=CC=C1)C1(N=C(C(=N1)C1=CC=CC=C1)C1=CC=CC=C1)C1=C(C=CC=C1)Cl